(R)-N'-((5-(2-methoxypyridin-4-yl)-2,3-dihydro-1H-inden-4-yl)carbamoyl)-6,7-dihydro-5H-pyrazolo[5,1-b][1,3]oxazine-3-sulfonimidamide COC1=NC=CC(=C1)C=1C(=C2CCCC2=CC1)NC(=O)N=[S@](=O)(N)C=1C=NN2C1OCCC2